FC=1C=C(CN2C(=NC(=C2C(=O)OCC)C)C)C=CC1 ethyl 1-(3-fluorobenzyl)-2,4-dimethyl-1H-imidazole-5-carboxylate